tert-butyl ((1r,3r)-3-((5-formyl-3-(1-isopropyl-1H-indazol-5-yl)-2-(1-methyl-1H-pyrazol-4-yl)-1-(phenylsulfonyl)-1H-pyrrolo[2,3-b]pyridin-4-yl)amino)cyclobutyl)carbamate C(=O)C=1C(=C2C(=NC1)N(C(=C2C=2C=C1C=NN(C1=CC2)C(C)C)C=2C=NN(C2)C)S(=O)(=O)C2=CC=CC=C2)NC2CC(C2)NC(OC(C)(C)C)=O